(S)-5-chloro-N-(2,3-dihydro-1H-inden-1-yl)pyrazin-2-amine ClC=1N=CC(=NC1)N[C@H]1CCC2=CC=CC=C12